1-[5-tert-butyl-2-p-tolyl-2H-pyrazol-3-yl]-3-[4-(2-(1-oxothiomorpholin-4-yl)ethoxy)naphthalen-1-yl]-urea C(C)(C)(C)C=1C=C(N(N1)C1=CC=C(C=C1)C)NC(=O)NC1=CC=C(C2=CC=CC=C12)OCCN1CCS(CC1)=O